5-chloro-2-(2-fluoro-4-pyridinyl)-4-[2-(1-piperidinylmethyl)morpholin-4-yl]-1H-pyrimidin-6-one ClC1=C(N=C(NC1=O)C1=CC(=NC=C1)F)N1CC(OCC1)CN1CCCCC1